C(C)(=O)[O-].C(C)(=O)[O-].C[NH-] Methyl-amide diacetate